FC(C(=O)O)(C(=O)O)F difluoromalonic acid